rel-tert-butyl ((2-(hydroxymethyl)cyclopropyl)methyl)carbamate OCC1C(C1)CNC(OC(C)(C)C)=O